(3,4,5-tris(prop-2-yn-1-yloxy))benzyl alcohol C(C#C)OC=1C=C(CO)C=C(C1OCC#C)OCC#C